F[C@]1(CN(CC1)C=1C=2N(N=C(C1)C=1C(NC(NC1)=O)=O)C=CN2)C 5-[8-[(3R)-3-fluoro-3-methyl-pyrrolidin-1-yl]imidazo[1,2-b]pyridazin-6-yl]-1H-pyrimidine-2,4-dione